1-bromo-2-fluoro-4-methyl-3-(3,4,4-trifluoro-4-(4-fluorophenyl)butoxy)-benzene BrC1=C(C(=C(C=C1)C)OCCC(C(C1=CC=C(C=C1)F)(F)F)F)F